CC1=CC=C(C=C1)NC(=O)NC1=CC=C(C=C1)C 1,3-bis(p-methylphenyl)urea